BrCC=1C=C(C=NC1)NC1C(NC(CC1)=O)=O 3-((5-(bromomethyl)pyridin-3-yl)amino)piperidine-2,6-dione